3-(1H-Benzo[d]imidazol-2-yl)-6-fluoro-3-(2-hydroxyphenyl)-1-methylindolin-2-one N1C(=NC2=C1C=CC=C2)C2(C(N(C1=CC(=CC=C21)F)C)=O)C2=C(C=CC=C2)O